FC(CNC1=NC(=NC=C1C(F)(F)F)NC1=C2C=NN(C2=CC=C1)CC#N)(F)F 2-(4-((4-((2,2,2-trifluoroethyl)amino)-5-(trifluoromethyl)pyrimidin-2-yl)amino)-1H-indazol-1-yl)acetonitrile